C(C)(=O)NC=1C(=C(C=CC1)C1=CC(=CC=C1)F)OC acetamido-3'-fluoro-2-methoxy-[1,1'-biphenyl]